tert-butyl (S)-6-methyl-(((R)-tert-butylsulfinyl)amino)-2-methyl-4,6-dihydrospiro[cyclopenta[d]thiazole-5,4'-piperidine]-1'-carboxylate CC1C2=C(N=C(S2)C)CC12C[C@@H](N(CC2)C(=O)OC(C)(C)C)N[S@](=O)C(C)(C)C